N-(5-((4-(2,6-Dioxopiperidin-3-yl)phenyl)amino)-5-oxopentyl)-9-(4-(2-morpholinothiazol-4-yl)phenoxy)nonanamide O=C1NC(CCC1C1=CC=C(C=C1)NC(CCCCNC(CCCCCCCCOC1=CC=C(C=C1)C=1N=C(SC1)N1CCOCC1)=O)=O)=O